C(N)(=S)C1=NC(=CC(=C1)CNC(C)=O)NC1CCC(CC1)(F)F N-((2-carbamothioyl-6-((4,4-difluorocyclohexyl)amino)pyridin-4-yl)methyl)acetamide